COC=1C=2N(C=CC1)N=CC2NC(OCC2=CC=CC=C2)=O Benzyl (4-methoxypyrazolo[1,5-a]pyridin-3-yl)carbamate